NC1=CC(=NC=C1)C1=NC(=NC(=N1)C1=NC=CC(=C1)N)C1=NC=CC(=C1)N 2,4,6-tri(4-aminopyridyl)-1,3,5-triazine